CC1(C=CC=C(C1)C(C)=O)C 1-(5,5-dimethylcyclohexa-1,3-dien-1-yl)ethan-1-one